2-[4-[4-(aminomethyl)-8-(methoxymethyl)-1-oxo-2H-phthalazin-6-yl]-2-methyl-pyrazol-3-yl]benzothiophene-3-carbonitrile NCC1=NNC(C2=C(C=C(C=C12)C1=C(N(N=C1)C)C=1SC2=C(C1C#N)C=CC=C2)COC)=O